NC1=NC=CC(=N1)C1=C(N=C(S1)C1CCN(CC1)CC1=CC=C(C(=O)N[C@H]2C(NC(CC2)=O)=O)C=C1)C1=C(C(=CC=C1)NS(=O)(=O)CCC)F (R)-4-((4-(5-(2-aminopyrimidin-4-yl)-4-(2-fluoro-3-(propylsulfonamido)phenyl)thiazol-2-yl)piperidin-1-yl)methyl)-N-(2,6-dioxopiperidin-3-yl)benzamide